N1C=NC2=C1CCCC2 4,5,6,7-tetrahydro-1H-benzo[d]imidazol